tert-butyl 4-{5'-fluoro-1-[({[2-fluoro-5-(methoxycarbonyl) phenyl]methyl}carbamoyl)methyl]-1'-methyl-[4,6'-biindazol]-3-yl}piperidine-1-carboxylate FC=1C=C2C=NN(C2=CC1C=1C=2C(=NN(C2C=CC1)CC(NCC1=C(C=CC(=C1)C(=O)OC)F)=O)C1CCN(CC1)C(=O)OC(C)(C)C)C